C(#N)\C(=C/C1=C(N(C(=C1)C)C=1OC(=C(C1C#N)C)C)C)\C1=NC=2C(=NC(=CC2)OC)N1 (E)-2-(3-(2-cyano-2-(5-methoxy-3H-imidazo[4,5-b]pyridin-2-yl)vinyl)-2,5-dimethyl-1H-pyrrol-1-yl)-4,5-dimethylfuran-3-carbonitrile